C(C)OC=1C=C(CN2CCN(CC2)CC2=CC(=C(OC(C(=O)OCC)(C)C)C(=C2)C)C)C=CC1C(F)(F)F Ethyl 2-(4-((4-(3-ethoxy-4-(trifluoromethyl) benzyl) piperazin-1-yl) methyl)-2,6-dimethylphenoxy)-2-methylpropionate